4-{[3-benzyl-5-(2-propionylaminobenzo[d]thiazol-6-yl)-1H-pyrazol-1-yl]methyl}-N-hydroxybenzamide C(C1=CC=CC=C1)C1=NN(C(=C1)C1=CC2=C(N=C(S2)NC(CC)=O)C=C1)CC1=CC=C(C(=O)NO)C=C1